Methyl 3-(6-bromo-1-oxo-3,4-dihydro-1H-isoquinolin-2-yl)-propionate BrC=1C=C2CCN(C(C2=CC1)=O)CCC(=O)OC